4-[7-[1-[2-(methylamino)ethyl]pyrazol-4-yl]-1,5-naphthyridin-2-yl]-3-(6-methyl-2-pyridyl)-1H-pyrazol-5-amine CNCCN1N=CC(=C1)C1=CN=C2C=CC(=NC2=C1)C=1C(=NNC1N)C1=NC(=CC=C1)C